2-amino-2-(2-pyridinyl)ethanol NC(CO)C1=NC=CC=C1